(3R,4S)-3-fluoro-4-(methoxy-d3)piperidine-1-carboxylic acid tert-butyl ester C(C)(C)(C)OC(=O)N1C[C@H]([C@H](CC1)OC([2H])([2H])[2H])F